O[C@H]1CC[C@H](CC1)CC(=O)O Cis-4-hydroxycyclohexyl-acetic acid